(S)-ethyl 8-(2-amino-6-((R)-2,2,2-trifluoro-1-(2-(3-methyl-1H-pyrazol-1-yl)-5-((E)-prop-1-en-1-yl)phenyl)ethoxy)pyrimidin-4-yl)-2,8-diazaspiro[4.5]decane-3-carboxylate NC1=NC(=CC(=N1)N1CCC2(C[C@H](NC2)C(=O)OCC)CC1)O[C@@H](C(F)(F)F)C1=C(C=CC(=C1)\C=C\C)N1N=C(C=C1)C